C(C)OCCC1=CC=C(C=C1)C(CO)NC(C1=C(C=CC=C1F)F)=O N-(1-(4-(2-ethoxyethyl)phenyl)-2-hydroxyethyl)-2,6-difluorobenzamide